COC(=O)C=1C(=NNC1)C 3-methyl-1H-pyrazole-4-carboxylic acid methyl ester